FC(C=1C=C(C=CC1)C(=O)C=C)(F)F (3-trifluoromethyl-phenyl)acrolein